3-[(2,4-dichlorophenyl)methylsulfanyl]-1,6-dimethylpyridazino[4,5-e][1,3,4]thiadiazin-5-one ClC1=C(C=CC(=C1)Cl)CSC=1SC2=C(N(N1)C)C=NN(C2=O)C